N-(3-((2-((2-ethyl-4-(4-methylpiperazin-1-yl)phenyl)amino)-5-(trifluoromethyl)pyrimidin-4-yl)amino)propyl)-N-methylcyclobutanecarboxamide C(C)C1=C(C=CC(=C1)N1CCN(CC1)C)NC1=NC=C(C(=N1)NCCCN(C(=O)C1CCC1)C)C(F)(F)F